(6-(methyl(2,2,6,6-tetramethylpiperidin-4-yl)amino)pyridazin-3-yl)naphthalen-2-ol CN(C1=CC=C(N=N1)C1=C(C=CC2=CC=CC=C12)O)C1CC(NC(C1)(C)C)(C)C